[N+](=O)([O-])C1=C(C=CC=C1)C1=C(N=C(O1)C1=CC=C(C=C1)C(F)(F)F)C(=O)NCC1=CC=C(C=C1)C(F)(F)F (2-nitrophenyl)-N-(4-(trifluoromethyl)benzyl)-2-(4-(trifluoromethyl)phenyl)oxazole-4-carboxamide